C(CCCCCC)C=1C=C(C=C(C1)O)O 5-heptylbenzene-1,3-diol